CC1=C(C=CC=C1C(F)(F)F)[C@@H](C)NC(=O)C1=CN(C(C=C1NC1[C@@H]2CN(C[C@H]1C2)C)=O)C2CCOCC2 N-((R)-1-(2-methyl-3-(trifluoromethyl)phenyl)ethyl)-4-(((1R,5S,6s)-3-methyl-3-azabicyclo[3.1.1]heptan-6-yl)amino)-6-oxo-1-(tetrahydro-2H-pyran-4-yl)-1,6-dihydropyridine-3-carboxamide